C(\C=C\C(=O)O)(=O)O.CN1N=CC=C1C1CCN(CC1)C1CC2(C1)CN(CC2)C(=O)OCC ethyl cis-2-[4-(1-methyl-1H-pyrazol-5-yl) piperidin-1-yl]-6-azaspiro[3.4]octane-6-carboxylate fumarate